(S)-1-(4-((4-((S)-2-acetoxy-3-chloropropoxy)-3,5-dichlorophenyl)sulfonyl)phenoxy)-3-methoxypropan-2-yl acetate C(C)(=O)O[C@H](COC1=CC=C(C=C1)S(=O)(=O)C1=CC(=C(C(=C1)Cl)OC[C@@H](CCl)OC(C)=O)Cl)COC